NCC1(CCN(CC1)C=1C(=NC(=C(N1)C)C1=C(C(=CC=C1)Cl)Cl)CO)COC(F)F (3-(4-(aminomethyl)-4-((difluoromethoxy)methyl)piperidin-1-yl)-6-(2,3-dichlorophenyl)-5-methylpyrazin-2-yl)methanol